5'-Guanosine monophosphate C1=NC2=C(N1[C@H]3[C@@H]([C@@H]([C@H](O3)COP(=O)(O)O)O)O)N=C(NC2=O)N